CC(C(=O)N1C(C1)CC)(CC(CC(=O)N1C(C1)CC)C)C 2,2,4-trimethyladipoyl-bis[2-ethyl-aziridine]